C(C)(C)(C)OC(=O)C1=CC(=NN1)C=1C=C(C=CC1)C=1OC(=CN1)C(=O)O 2-(3-(5-(tert-butoxycarbonyl)-1H-pyrazol-3-yl)phenyl)oxazole-5-carboxylic acid